(2R,5S)-5-(2-methoxyethyl)-2-methyl-4-(4-methyl-5-oxo-2-(tetrahydro-2H-pyran-2-yl)-4,5-dihydro-2H-pyrazolo[4,3-B]pyridin-7-yl)piperazine-1-carboxylic acid tert-butyl ester C(C)(C)(C)OC(=O)N1[C@@H](CN([C@H](C1)CCOC)C=1C=2C(N(C(C1)=O)C)=CN(N2)C2OCCCC2)C